Methyl 2-bromo-5-methyl-thiazole-4-carboxylate BrC=1SC(=C(N1)C(=O)OC)C